C(C)(C)N1N=C(C2=CC(=C3C(=C12)C=CC=C3)O)C 1-isopropyl-3-methyl-1H-benzo[g]Indazol-5-ol